ClC1=NC=C(C(=N1)NC1=C(C=CC=C1)N(S(=O)(=O)CC)CC)Cl N-(2-((2,5-dichloropyrimidin-4-yl)amino)phenyl)-N-ethylethanesulfonamide